N1(NCCCCC1)C(=O)C=1C2=C(N(N1)C1=CSC=C1)C=1C=C(C(=CC1OC2)OC)CC(C)C diazepan-1-yl-(8-isobutyl-7-methoxy-1-thiophen-3-yl-1,4-dihydro-chromeno[4,3-c]pyrazol-3-yl)-methanone